CC1=C(C=NC(=C1)C=1OC(=NN1)CN1C[C@H](OCC1)C=1C(=C2COC(C2=CC1)=O)C)C#N (R)-4-methyl-6-(5-((2-(4-methyl-1-oxo-1,3-dihydroisobenzofuran-5-yl)morpholino)methyl)-1,3,4-oxadiazol-2-yl)pyridine-3-carbonitrile